2,6-dichloro-4-(2,3-dihydrobenzo[d]thiazole-3-carbonyl)phenyl acetate C(C)(=O)OC1=C(C=C(C=C1Cl)C(=O)N1CSC2=C1C=CC=C2)Cl